CN1N=NN=C1NC(C1=C(N=C(C=C1)C(F)(F)F)COCC1=NN(C(=N1)SC)C)=O N-(1-methyl-1H-tetrazol-5-yl)-2-(((1-methyl-5-(methylthio)-1H-1,2,4-triazol-3-yl)methoxy)methyl)-6-(trifluoromethyl)nicotinamide